5-Bromo-4-methyl-2-(3-phenylpropyl)-1H-imidazole BrC1=C(N=C(N1)CCCC1=CC=CC=C1)C